2-chloro-4-(1-cyclopropoxy-1-(2-fluorophenyl)-2-((tetrahydro-2H-pyran-2-yl)oxy)ethyl)-6-iodoquinazoline ClC1=NC2=CC=C(C=C2C(=N1)C(COC1OCCCC1)(C1=C(C=CC=C1)F)OC1CC1)I